The molecule is a monovalent inorganic anion that consists of triphosphoric acid in which one of the five OH groups has been deprotonated. It is a triphosphate ion and a monovalent inorganic anion. It is a conjugate base of a triphosphoric acid. It is a conjugate acid of a triphosphate(2-). OP(=O)(O)OP(=O)(O)OP(=O)(O)[O-]